4-((3-acrylamidopropyl)dimethylammonio)butane-1-sulphonate C(C=C)(=O)NCCC[N+](CCCCS(=O)(=O)[O-])(C)C